CNCC1=C(C=CC=C1)C=1C=C(SC1)[C@@H](C)NC=1C2=C(C(NN1)=O)C=NC(=C2)O[C@@H]2COCC2 1-(((R)-1-(4-(2-((methylamino)methyl)phenyl)thiophen-2-yl)ethyl)amino)-7-(((S)-tetrahydrofuran-3-yl)oxy)pyrido[3,4-d]pyridazin-4(3H)-one